C(CCC)C(COC1=NC(=NC(=N1)OCC(CCCCCC)CCCC)NCCCCCCN)CCCCCC N1-(4,6-bis((2-butyloctyl)oxy)-1,3,5-triazin-2-yl)hexane-1,6-diamine